FC1(CC1)C=1C(=C(C=CC1)NC1=CC(=NC=C1C(=O)NC)NC1=NC=C(C=C1)F)OC 4-((3-(1-Fluorocyclopropyl)-2-methoxyphenyl)amino)-6-((5-fluoropyridin-2-yl)amino)-N-methylnicotinamide